(7-amino-2H-benzo[b][1,4]oxazin-4(3H)-yl)ethanol NC=1C=CC2=C(OCCN2C(C)O)C1